BrC=1C=C(C2=C(NC(=N2)C2=CC(=C(C=C2)OC)F)C1)C 6-bromo-2-(3-fluoro-4-methoxyphenyl)-4-methyl-1H-benzo[d]imidazole